N,N-dimethyl-N-octadecanoyl-benzyl-ammonium chloride [Cl-].C[N+](C(CCCCCCCCCCCCCCCCC)=O)(C)CC1=CC=CC=C1